4-(8-ethyl-5,6,7,8-tetrahydro-1,6-naphthyridin-2-yl)piperazine-1-carboxylic acid tert-butyl ester C(C)(C)(C)OC(=O)N1CCN(CC1)C1=NC=2C(CNCC2C=C1)CC